OC(CS(=O)(=O)N(CC1=CC=C(C=C1)OC)CC1=CC=C(C=C1)OC)C1=NC(=CC=C1)C1=NN=NN1CC1=CC=C(C=C1)OC 2-hydroxy-N,N-bis(4-methoxybenzyl)-2-(6-(1-(4-methoxybenzyl)-1H-tetrazol-5-yl)pyridin-2-yl)ethane-1-sulfonamide